(2S)-8-(difluoromethoxy)-8'-fluoro-3H-spiro[imidazo[1,2-a]pyridine-2,4'-thiochromane]-6-carbonitrile-2',2',3'-d3 FC(OC=1C=2N(C=C(C1)C#N)C[C@@]1(C(C(SC3=C(C=CC=C13)F)([2H])[2H])[2H])N2)F